C(CCC)C1=C(C(=C(C(=N1)O)C(=O)N1C[C@@H](CC1)C1=CC=CC=C1)O)C1=C(C=CC=C1OC)OC 6-butyl-5-(2,6-dimethoxyphenyl)-3-[(3S)-3-phenylpyrrolidine-1-carbonyl]pyridine-2,4-diol